IC1=C(C=CC(=C1)N)O 2-iodo-p-aminophenol